OC(CN1C(=NC=2N(C(N(C(C12)=O)C)=O)C)NCCN1CCOCC1)CN1CCN(CC1)C1=CC=CC=C1 7-[2-Hydroxy-3-(4-phenylpiperazin-1-yl)-propyl]-1,3-dimethyl-8-(2-morpholin-4-ylethylamino)-3,7-dihydropurine-2,6-dione